CN1N=C2C=C(C=CC2=C1C)N(C1=NC=CC(=N1)N(C)C=1C=CC2=C(N(N=C2C1)C)C)C N2,N4-bis(2,3-dimethyl-2H-indazol-6-yl)-N2,N4-dimethylpyrimidine-2,4-diamine